N-(2-((7-chloro-2-(2-methoxy-7-methylquinoxalin-5-yl)benzofuran-5-yl)oxy)ethyl)benzenesulfonamide ClC1=CC(=CC=2C=C(OC21)C2=C1N=CC(=NC1=CC(=C2)C)OC)OCCNS(=O)(=O)C2=CC=CC=C2